(R)-6-(3-[18F]Fluoropropoxy)-2,7,8-trimethyl-2-(4,8,12-trimethyltrideca-3,7,11-trien-1-yl)-chromane [18F]CCCOC=1C=C2CC[C@](OC2=C(C1C)C)(CCC=C(CCC=C(CCC=C(C)C)C)C)C